1-((2r,4s)-4-(4-amino-3-((1,2-dimethyl-1H-benzo[d]imidazol-6-yl)ethynyl)-1H-pyrazolo[3,4-d]pyrimidin-1-yl)-2-(methoxymethyl)pyrrolidin-1-yl)prop-2-en-1-one NC1=C2C(=NC=N1)N(N=C2C#CC=2C=CC1=C(N(C(=N1)C)C)C2)[C@H]2C[C@@H](N(C2)C(C=C)=O)COC